ethyl 2-(5-(3-bromophenyl)-2-(cyclopropylmethyl)-1-(3-fluoro-4-sulfamoylbenzyl)-1H-pyrrol-3-yl)-5-ethylthiazole-4-carboxylate BrC=1C=C(C=CC1)C1=CC(=C(N1CC1=CC(=C(C=C1)S(N)(=O)=O)F)CC1CC1)C=1SC(=C(N1)C(=O)OCC)CC